1,3,2-diazaborinine N1=BN=CC=C1